tetrahydro-1,4-oxazin O1CCNCC1